FC([C@H](C)OC(=O)C1=C(N=C(S1)N)C)(F)F.N1N=CC(=C1)C1=NC=CN=C1 2-(1H-pyrazol-4-yl)pyrazine [(1S)-2,2,2-trifluoro-1-methyl-ethyl]2-amino-4-methyl-thiazole-5-carboxylate